C(C)(C)(C)OC(=O)N1C(CC1)C=1SC(=C(N1)C1=C(C(=CC=C1)NS(=O)(=O)C1=C(C=CC(=C1)F)F)F)C1=NC(=NC=C1)Cl 2-{5-(2-chloropyrimidin-4-yl)-4-[3-(2,5-difluorobenzenesulfonylamino)-2-fluorophenyl]-thiazol-2-yl}-azetidine-1-carboxylic acid tert-butyl ester